[Na].[Na].C1=C(C=CC=2C(C3=CC(=CC=C3C(C12)=O)S(=O)(=O)O)=O)S(=O)(=O)O anthraquinone-2,6-disulfonic acid disodium